1-benzyl 2-methyl (2S,4R)-4-(vinyloxy)pyrrolidine-1,2-dicarboxylate C(=C)O[C@@H]1C[C@H](N(C1)C(=O)OCC1=CC=CC=C1)C(=O)OC